C(C)C(CO)CC 2-Ethylbutanol